6-bromo-4-methyl-3H-1,3-benzoxazol-2-one BrC1=CC2=C(NC(O2)=O)C(=C1)C